4-{8-Amino-3-[(6'S,8a'R)-3'-oxohexahydrospiro[cyclopropan-1,2'-indolizin]-6'-yl]imidazo[1,5-a]pyrazin-1-yl}-3-methoxy-N-[4-(trifluoromethyl)pyridin-2-yl]benzamid NC=1C=2N(C=CN1)C(=NC2C2=C(C=C(C(=O)NC1=NC=CC(=C1)C(F)(F)F)C=C2)OC)[C@@H]2CN1C(C3(C[C@H]1CC2)CC3)=O